3,3',5'-triiodothyronine IC=1C=C(C[C@H](N)C(=O)O)C=CC1OC1=CC(=C(C(=C1)I)O)I